FC(C=1N=C(NC(C1)=O)C=1C(=C(CC2N(CCC(C2)C(=O)N)C2=NC=C(C=C2F)C(F)(F)F)C=CC1C(F)(F)F)F)F {3-[4-(difluoromethyl)-6-oxo-1,6-dihydropyrimidin-2-yl]-2-fluoro-4-(trifluoromethyl)benzyl}-1-[3-fluoro-5-(trifluoromethyl)pyridin-2-yl]piperidine-4-carboxamide